methyl 2-[5-nitro-4-(2,2,2-trifluoroacetyl)-2,3-dihydroquinoxalin-1-yl]acetate [N+](=O)([O-])C1=C2N(CCN(C2=CC=C1)CC(=O)OC)C(C(F)(F)F)=O